CC=1SC(=C(N1)C)C=1C=CC=C2C(=NC=NC12)N[C@H](CN1CCN(CC1)S(=O)(=O)C1=C(N=C(S1)NC(OC)=O)C)C methyl N-[5-({4-[(2S)-2-{[8-(2,4-dimethyl-1,3-thiazol-5-yl)quinazolin-4-yl]amino}propyl]piperazin-1-yl} sulfonyl)-4-methyl-1,3-thiazol-2-yl]carbamate